FC=1C(=NC=CC1)[C@@H]1CC[C@]2(OC3(C(N21)=O)CC(C3)O)C (5'S,7a'R)-5'-(3-fluoropyridin-2-yl)-3-hydroxy-7a'-methyltetrahydro-3'H-spiro[cyclobutane-1,2'-pyrrolo[2,1-b]oxazol]-3'-one